2-methoxy-9-(4-methoxyphenyl)-9H-xanthene COC1=CC=2C(C3=CC=CC=C3OC2C=C1)C1=CC=C(C=C1)OC